ClC1=NC(=CC=C1CCO)F 2-(2-chloro-6-fluoropyridin-3-yl)ethanol